(3R)-3-[(2S)-1-(tert-butoxy)-3-(6-formyl-1-methyl-1H-benzo[d]imidazol-2-yl)-1-oxopropane-2-yl]pyrrolidine-1-carboxylic acid tert-butyl ester C(C)(C)(C)OC(=O)N1C[C@H](CC1)[C@@H](C(=O)OC(C)(C)C)CC1=NC2=C(N1C)C=C(C=C2)C=O